((1R,2R)-2-(((2-bromo-5-(trifluoromethyl)pyrazolo[1,5-a]pyrimidin-7-yl)amino)methyl)-2-phenylcyclopropyl)methanol BrC1=NN2C(N=C(C=C2NC[C@]2([C@@H](C2)CO)C2=CC=CC=C2)C(F)(F)F)=C1